ClC=1C=C(C=C(C1)C1=NC=NC(=C1)C)C1COCCN1C(C=C)=O 1-(3-(3-chloro-5-(6-methylpyrimidin-4-yl)phenyl)morpholino)prop-2-en-1-one